[Zn].NCCCCCC(=O)O 6-aminohexanoic acid zinc